ClC=1C(=C(C=CC1)NC=1C2=C(N=CN1)C=CC(=N2)N2C[C@@H](CC2)NC(C=C)=O)F (R)-N-(1-(4-((3-Chloro-2-fluorophenyl)amino)pyrido[3,2-d]pyrimidin-6-yl)pyrrolidin-3-yl)acrylamide